pyrazolo[1,5-a]pyrimidine-3-carbonitrile N1=CC(=C2N1C=CC=N2)C#N